FC(C=1C=C(C=CC1)C12CN(CC2C1)C(=O)C1CC2(C1)NC(OC2)=O)(F)F (rac)-(2s,4s)-2-(1-(3-(Trifluoromethyl)phenyl)-3-azabicyclo[3.1.0]hexane-3-carbonyl)-7-oxa-5-azaspiro[3.4]octan-6-one